[Si](C)(C)(C(C)(C)C)N=S(=O)(N)C1=CC(=C(C=C1)B1OC(C(O1)(C)C)(C)C)C1OCCO1 N'-(tert-butyldimethylsilyl)-3-(1,3-dioxolan-2-yl)-4-(4,4,5,5-tetramethyl-1,3,2-dioxaborolan-2-yl)benzenesulfonimidamide